ClC1=NC(=CC(=C1)OC1CC(C1)OC)C1=COC=C1 2-chloro-6-(furan-3-yl)-4-(3-methoxycyclobutoxy)pyridine